ClC=1C=C(C=C(C1)C1NCCOC1)C1=CC(NC=C1)=O 4-(3-chloro-5-morpholin-3-yl-phenyl)-1H-pyridin-2-one